1-[3-(2,3-dichlorophenyl)-1H-pyrazolo[3,4-b]pyrazin-6-yl]-4-methylpiperidine-4-carbonitrile ClC1=C(C=CC=C1Cl)C1=NNC2=NC(=CN=C21)N2CCC(CC2)(C#N)C